C1(CC1)C=1N=NN(C1)[C@H](C(=O)N1[C@@H](C[C@H](C1)O)C(=O)NCC=1N(N=C2CCCCC12)C)C(C)(C)C (2S,4R)-1-[(2S)-2-(4-cyclopropyltriazol-1-yl)-3,3-dimethyl-butanoyl]-4-hydroxy-N-[(2-methyl-4,5,6,7-tetrahydroindazol-3-yl)methyl]pyrrolidine-2-carboxamide